CC(CCNCC1CCNCC1)NC 3,N3-dimethyl-N1-(piperidin-4-ylmethyl)propane-1,3-diamine